(R)-N-ethyl-3-((R)-((2-(6-methoxypyridin-3-yl)ethyl)amino)(phenyl)methyl)-1,2,3,4-tetrahydropyrido[2,3-b]pyrazine-7-carboxamide C(C)NC(=O)C1=CC2=C(N[C@H](CN2)[C@@H](C2=CC=CC=C2)NCCC=2C=NC(=CC2)OC)N=C1